1-(2-methoxy-5-methyl-4-phenoxyphenyl)-3-phenyl-1,3,5-triazinane-2,4,6-trione COC1=C(C=C(C(=C1)OC1=CC=CC=C1)C)N1C(N(C(NC1=O)=O)C1=CC=CC=C1)=O